C(C)N1OC([C@H]2[C@H]1[C@H](C[C@@](C2)(C)C2=C(C#N)C=CC(=C2)C)C)(C)C ((3ar,5r,7s,7ar)-1-ethyl-3,3,5,7-tetramethyl-octahydrobenzo[c]isoxazol-5-yl)-4-methylbenzonitrile